(3aS,4R,6aR)-4-amino-1-(7,8-dihydrofuro[3,2-e][1,3]benzothiazol-2-yl)hexahydrocyclopenta[d]imidazole-2(1H)-on N[C@@H]1CC[C@H]2N(C(N[C@H]21)=O)C=2SC1=C(N2)C2=C(C=C1)OCC2